FC=1N=C(SC1CN1[C@H](C[C@H](C1)OC=1OC2=C(N1)C(=CC=C2)F)C)NC(C)=O N-(4-fluoro-5-(((2S,4R)-4-((4-fluorobenzo[d]oxazol-2-yl)oxy)-2-methylpyrrolidin-1-yl)methyl)thiazol-2-yl)acetamide